C(C=C)(=O)O[C@@H]1CC2=CC[C@H]3[C@@H]4CC[C@H]([C@@H](CCCC(CCC5=C(C=C(C=C5)Cl)Cl)C)C)[C@]4(CC[C@@H]3[C@]2(CC1O)C)C 2-hydroxy-(2,4-dichlorophenyl)methyl-cholesterol acrylate